2-[1-(ethylsulfonyl)-3-azetidinylidene]Acetonitrile C(C)S(=O)(=O)N1CC(C1)=CC#N